perfluorobutylmethyl (ethyl) ether C(C)OC(C(C(C(C(F)(F)F)(F)F)(F)F)(F)F)(F)F